C(CCCCCCCCCCCCCCCCCC)C1=NC=C(C=C1)OCCCCCCCCCCCCCCCCCC 2-nonadecyl-5-octadecoxypyridine